FC(C1=NN(C=C1NC(=O)C=1C=NN2C1N=C(C=C2)N2C1COC(C2)C1)C1CCC(CC1)C(=O)O)F 4-[3-(difluoromethyl)-4-[[5-(2-oxa-5-azabicyclo[2.2.1]heptan-5-yl)pyrazolo[1,5-a]pyrimidine-3-carbonyl]amino]pyrazol-1-yl]cyclohexanecarboxylic acid